2'-amino-5-chloro-2,4'-difluoro-N-(4-(methylsulfanyl)-3-(trifluoromethyl)phenyl)-[1,1'-biphenyl]-4-carboxamide NC1=C(C=CC(=C1)F)C1=C(C=C(C(=C1)Cl)C(=O)NC1=CC(=C(C=C1)SC)C(F)(F)F)F